4-[[(5-chloro-3-ethyl-pyrazolo[1,5-a]pyrimidin-7-yl)amino]methyl]phenol ClC1=NC=2N(C(=C1)NCC1=CC=C(C=C1)O)N=CC2CC